(4-(3-morpholinopropoxy)phenyl)methanol O1CCN(CC1)CCCOC1=CC=C(C=C1)CO